(2S)-2-Ethylbutyl 2-(((4-(aminomethyl)-5-hydroxy-6-methylpyridin-3-yl)methoxy)(phenoxy)phosphorylamino)propanoate NCC1=C(C=NC(=C1O)C)COC1=C(OP(=O)=N[C@H](C(=O)OCC(CC)CC)C)C=CC=C1